3-(6-(azetidin-3-yl)pyridin-3-yl)-5-(2,3-dihydro-1H-inden-4-yl)-6-methoxy-1-(4-methoxybenzyl)-1H-pyrazolo[4,3-b]pyridine N1CC(C1)C1=CC=C(C=N1)C1=NN(C=2C1=NC(=C(C2)OC)C2=C1CCCC1=CC=C2)CC2=CC=C(C=C2)OC